5-[(6-bromobenzimidazol-1-yl)methyl]-1,3-dimethyl-benzimidazol-2-one BrC=1C=CC2=C(N(C=N2)CC2=CC3=C(N(C(N3C)=O)C)C=C2)C1